The molecule is a sesquiterpenoid isolated from the sponge Dysidea sp. that is 5-amino-2-hydroxy-3-methyl-1,4-benzoquinone in which one of the hydrogens of the methyl group is replaced by a 1,2,4a,5-tetramethyl-1,2,3,4,4a,7,8,8a-octahydronaphthalen-2-yl group and one of the hydrogens attached to the nitrogen is replaced by a 2-sulfoethyl group. Dysidine selectively inhibits human synovial phospholipase A2 (EC 3.1.1.4) with an IC50 = 2.0 muM. It has a role as a metabolite and an EC 3.1.1.4 (phospholipase A2) inhibitor. It is a secondary amino compound, an organosulfonic acid, a sesquiterpenoid, a member of monohydroxy-1,4-benzoquinones and a member of octahydronaphthalenes. C[C@@H]1[C@@H]2CCC=C([C@]2(CC[C@]1(C)CC3=C(C(=CC(=O)C3=O)NCCS(=O)(=O)O)O)C)C